COC(=O)CCCCCC(C(=C)C(=O)O)C(=O)OC The molecule is a tensyuic acid that is tensyuic acid B in which the non-conjugated carboxy group has been converted to the corresponding methyl ester. The (+)-isomer, isolated from Aspergillus niger FKI-2342. It has a role as an Aspergillus metabolite. It is a tensyuic acid and a methyl ester. It derives from a tensyuic acid B.